FC(C1=NC(=NC(=N1)C(F)(F)F)N1[C@H](C=2NC3=CC=C(C=C3C2CC1)Cl)C[C@@H]1C[C@@H](CC1)O)(F)F (1R,3R)-3-({(1S)-2-[4,6-bis(trifluoromethyl)-1,3,5-triazin-2-yl]-6-chloro-2,3,4,9-tetrahydro-1H-pyrido[3,4-b]indol-1-yl}methyl)cyclopentan-1-ol